N-[(1R,5S,8S)-3-(6-chloropyridazin-4-yl)-3-azabicyclo[3.2.1]Oct-8-yl]Carbamic acid ClC1=CC(=CN=N1)N1C[C@H]2CC[C@@H](C1)C2NC(O)=O